(S)-2-methylpropane CC(C)C